3-[[6-[[4-(trifluoromethyl)-2-pyridyl]oxy]-1,3-benzothiazol-2-yl]carbamoyl]bicyclo[2.2.1]hept-5-ene-2-carboxylic acid FC(C1=CC(=NC=C1)OC1=CC2=C(N=C(S2)NC(=O)C2C(C3C=CC2C3)C(=O)O)C=C1)(F)F